BrC=1C=C(C=CC1)N1C(N(CCC1)CC1CCN(CC1)C1=CC=C2CN(C(C2=C1)=O)C1C(NC(CC1)=O)=O)=O 3-[6-(4-{[3-(3-bromophenyl)-2-oxo-1,3-diazinan-1-yl]methyl}piperidin-1-yl)-1-oxo-3H-isoindol-2-yl]piperidine-2,6-dione